N-(2-(4-Cyanothiazolidin-3-yl)-2-oxoethyl)-6-(2-methoxypropan-2-yl)quinoline-4-carboxamide C(#N)C1N(CSC1)C(CNC(=O)C1=CC=NC2=CC=C(C=C12)C(C)(C)OC)=O